C(=C)C1=CC=C(C=C1)OC(C(C(F)F)(F)F)=O tetrafluoropropionic acid p-vinylphenyl ester